tert-Butyl ((1S,3S)-3-((3-(difluoromethoxy)-2-oxo-2H-[1,3'-bipyridin]-6'-yl)amino)cyclopentyl)carbamate FC(OC=1C(N(C=CC1)C=1C=NC(=CC1)N[C@@H]1C[C@H](CC1)NC(OC(C)(C)C)=O)=O)F